ClC1=C(OC2=CC=C3C(=N2)C=NN3C=3C=C(SC3)C(=O)NCCOC)C=CC=C1 4-(5-(2-chlorophenoxy)-1H-pyrazolo[4,3-b]pyridin-1-yl)-N-(2-methoxyethyl)thiophene-2-carboxamide